N1N=NC2=C1C(=CC=C2)C2=CC=CC1=C2NN=N1 7,7'-bi-1H-benzotriazole